4-(3-(hydroxymethyl)azetidin-1-yl)-N-(quinolin-8-yl)picolinamide OCC1CN(C1)C1=CC(=NC=C1)C(=O)NC=1C=CC=C2C=CC=NC12